C(C)O.C(C)O.C(CCCCCCCCCCC)OS(O)(=O)=O laurylsulfuric acid diethanol salt